CC12CC(C1)(C2)NC(=O)N[C@@H](C)C2=CC(=CC=C2)OC(F)(F)F 1-(3-methyl-1-bicyclo[1.1.1]pentanyl)-3-[(1S)-1-[3-(trifluoromethoxy)phenyl]ethyl]urea